ClC=1C=C(C=CC1)C1CC(C1)N 3-(3-chlorophenyl)cyclobutanamine